3,5-dimethyl-1-phenyl-1H-pyrazole-4-carbaldehyde CC1=NN(C(=C1C=O)C)C1=CC=CC=C1